2,3-dideutero-L-alanine-2-ethylbutyl ester C(C)C(COC([C@@](N)(C[2H])[2H])=O)CC